(S)-N-[(1E)-{1-[2-(benzyloxy)ethyl]-2-methyl-4-[2-(propan-2-yl)pyridin-3-yl]-1H-imidazol-5-yl}methylidene]-2-methylpropane-2-sulfinamide C(C1=CC=CC=C1)OCCN1C(=NC(=C1\C=N\[S@@](=O)C(C)(C)C)C=1C(=NC=CC1)C(C)C)C